IC=1C=C(C=CC1)N[C@@H]1C[C@@]2(CCCN2C1)CO ((2R,7aS)-2-((3-iodophenyl)amino)tetrahydro-1H-pyrrolizin-7a(5H)-yl)methanol